C(#N)C=1C=CC=C2CCNC12 (E)-7-cyano-indoline